CC=1C(=CC=C(C1)C1=CC=C(C(=O)O)C=C1)O 4-(5-methyl-4-hydroxyphenyl)benzoic acid